Methyl 3-(3-(2-oxo-2-(phenylamino)ethoxy)azetidin-1-yl)-2-(1H-pyrrol-1-yl)benzoate O=C(COC1CN(C1)C=1C(=C(C(=O)OC)C=CC1)N1C=CC=C1)NC1=CC=CC=C1